1-[2-[5,7-difluoro-2-(4-fluorophenyl)-1H-indol-3-yl]ethyl]-3-[1-(fluoromethyl)-2-hydroxy-ethyl]urea FC=1C=C2C(=C(NC2=C(C1)F)C1=CC=C(C=C1)F)CCNC(=O)NC(CO)CF